FC1=CC(=NC(=C1)N1C[C@H](OCC1)C)C1=NN=C(O1)C1=C(C=C(C=C1)NS(=O)(=O)CCO)N1CCC2(CC2)CC1 (R)-N-(4-(5-(4-Fluoro-6-(2-methylmorpholino)pyridin-2-yl)-1,3,4-oxadiazol-2-yl)-3-(6-azaspiro[2.5]octan-6-yl)phenyl)-2-hydroxyethane-1-sulfonamide